ClC1=C(C(=NC(=C1)I)NCC1=CC=C(C=C1)OC)N 4-chloro-6-iodo-N2-(4-methoxybenzyl)pyridine-2,3-diamine